C1(CC1)C1=CC=CC=2C(=NOC21)C=2C(=C(C=C(C2)CC)S(=O)(=O)N)OC (7-Cyclopropylbenzo[d]isoxazol-3-yl)-5-ethyl-2-methoxybenzenesulfonamide